2-amino-N-((3-(3,7-dimethylocta-2,6-dien-1-yl)-2,4-dihydroxy-6-pentylphenyl)sulfonyl)-3-hydroxypropanamide NC(C(=O)NS(=O)(=O)C1=C(C(=C(C=C1CCCCC)O)CC=C(CCC=C(C)C)C)O)CO